2-bromo-5-(2,2-diethoxyethoxy)-4-methoxybenzaldehyde BrC1=C(C=O)C=C(C(=C1)OC)OCC(OCC)OCC